3-(5-(1-(7-chloro-1H-indole-2-carbonyl)piperidin-4-yl)-1-oxoisoindolin-2-yl)piperidine-2,6-dione ClC=1C=CC=C2C=C(NC12)C(=O)N1CCC(CC1)C=1C=C2CN(C(C2=CC1)=O)C1C(NC(CC1)=O)=O